FC(COC1=C(C=C(C(=N1)OC)NS(=O)(=O)C1=CN=C2N1CCC(C2)C(F)(F)F)F)F N-[6-(2,2-difluoroethoxy)-5-fluoro-2-methoxy-3-pyridinyl]-7-(trifluoromethyl)-5,6,7,8-tetrahydroimidazo[1,2-a]pyridine-3-sulfonamide